(2S)-1-[2-[(3R)-3-[(3-methyl-5-quinolinyl)amino]pyrrolidin-1-yl]acetyl]pyrrolidine-2-carbonitrile CC=1C=NC2=CC=CC(=C2C1)N[C@H]1CN(CC1)CC(=O)N1[C@@H](CCC1)C#N